ClC1=CC=C(N=N1)CN1CCOCC1 4-((6-chloropyridazin-3-yl)methyl)morpholine